N-(1-cyclobutyl-6-(pyrimidin-2-yl)-1H-indol-2-yl)-3,3-dimethylbutyramide C1(CCC1)N1C(=CC2=CC=C(C=C12)C1=NC=CC=N1)NC(CC(C)(C)C)=O